(1aS,5aS)-2-(5-Propyl-pyridin-2-yl)-1a,2,5,5a-tetrahydro-1H-2,3-diaza-cyclopropa[a]pentalene-4-carboxylic acid (2-hydroxy-1,1-dimethyl-ethyl)-amide OCC(C)(C)NC(=O)C=1C=2C[C@H]3[C@@H](C2N(N1)C1=NC=C(C=C1)CCC)C3